3-(5-(2-(2H-1,2,3-triazol-2-yl)acetyl)-2-(2,2,2-trifluoroethoxy)phenyl)-2-(chloromethyl)pyrido[2,3-d]pyrimidin-4(3H)-one N=1N(N=CC1)CC(=O)C=1C=CC(=C(C1)N1C(=NC2=C(C1=O)C=CC=N2)CCl)OCC(F)(F)F